FC(C1=NC=CC(=C1)C1=CC=C(CN2C=CC3=C(C=CC(=C23)C(=O)NC2CC3(CCC3)C2)F)C=C1)F 6-(1-(4-(2-(Difluoromethyl)pyridin-4-yl)benzyl)-4-fluoro-1H-indol-7-carboxamido)spiro-[3.3]heptan